N1(CCC1)C1=CC=C2C3(CC=4C(=NOC4C2=C1)NS(=O)(=O)C1=C(C=C(C=C1OC)C(=O)N1CC2(COC2)CC1)OC)CC3 N-(8'-(azetidin-1-yl)-4'H-spiro[cyclopropane-1,5'-naphtho[2,1-d]isoxazol]-3'-yl)-2,6-dimethoxy-4-(2-oxa-6-azaspiro[3.4]octane-6-carbonyl)benzenesulfonamide